FC1=C(OC2CCC3(CN(C3)C(=O)N3C[C@@H](CC3)C3=NN=CN3)CC2)C=CC(=C1)C(F)(F)F [7-[2-fluoro-4-(trifluoromethyl)phenoxy]-2-azaspiro[3.5]nonan-2-yl]-[(3R)-3-(4H-1,2,4-triazol-3-yl)pyrrolidin-1-yl]methanone